6-bromo-4-chloro-N'-(2-chlorophenyl)pyrrolo[1,2-b]pyridazine-3-carboxamidine BrC=1C=C2N(N=CC(=C2Cl)C(=NC2=C(C=CC=C2)Cl)N)C1